COC1=CC=C(C=C1)N1N=C(C2=C1CCOC2)C=O [1-(4-methoxyphenyl)-1,4,6,7-tetrahydropyrano[4,3-c]pyrazol-3-yl]methanone